C12(CCC(CC1)CC2)NC(=O)C=2C(N(C1=NC=C(C=C1C2O)C2=CC=C(C=C2)F)CCN2CCOCC2)=O N-(bicyclo[2.2.2]octan-1-yl)-6-(4-fluorophenyl)-4-hydroxy-1-(2-morpholinoethyl)-2-oxo-1,2-dihydro-1,8-naphthyridine-3-carboxamide